methyl 3-(4-chlorophenyl)-1,2,4-oxadiazole-5-carboxylate ClC1=CC=C(C=C1)C1=NOC(=N1)C(=O)OC